C(C)(C)(C)OC(=O)N1C[C@H](CC1)N1C(N(C=2C1=NC=CC2)C=2C=NC(=CC2)C2=CC(=C(C=C2)O)C#N)=O (S)-3-(1-(6-(3-cyano-4-hydroxyphenyl)pyridin-3-yl)-2-oxo-1,2-dihydro-3H-imidazo[4,5-b]pyridin-3-yl)pyrrolidine-1-carboxylic acid tert-butyl ester